1-(2-(1-methyl-1H-imidazo[1,2-b]pyrazole-7-carbonyl)-2-azaspiro[3.3]heptan-6-yl)-3-(5-(trifluoromethoxy)pyridin-2-yl)urea CN1C=CN2N=CC(=C21)C(=O)N2CC1(C2)CC(C1)NC(=O)NC1=NC=C(C=C1)OC(F)(F)F